N-[3-carbamoyl-1-[4-(hydroxymethyl)phenyl]pyrazol-4-yl]-4-cyanopyridine-2-carboxamide C(N)(=O)C1=NN(C=C1NC(=O)C1=NC=CC(=C1)C#N)C1=CC=C(C=C1)CO